CC=1C=C(C=CC1)C1=CC(=CC=C1)C 3,3'-dimethyl-biphenyl